2-chloro-7-isopropoxyimidazo[1,2-a]Pyridine-6-carboxylic acid ClC=1N=C2N(C=C(C(=C2)OC(C)C)C(=O)O)C1